sodium s-triazine trisodium [Na].[Na].[Na].N1=CN=CN=C1.[Na]